ClC1=NNC2=NC(=NC(=C21)N[C@H]2CN(CCC2)C(C=C)=O)NC=2C=NN(C2)CCN2CCOCC2 (R)-1-(3-(3-chloro-6-(1-(2-morpholinoethyl)-1H-pyrazol-4-ylamino)-1H-pyrazolo[3,4-d]pyrimidin-4-ylamino)piperidin-1-yl)prop-2-en-1-one